methyl 3-[2-(3-amino-6-chloropyridazin-4-yl)ethynyl]bicyclo[1.1.1]pentane-1-carboxylate NC=1N=NC(=CC1C#CC12CC(C1)(C2)C(=O)OC)Cl